4-((2s,5r)-4-(2-((2-cyanoethyl)amino)-1-(4-(trifluoromethyl)phenyl)ethyl)-5-ethyl-2-methylpiperazin-1-yl)-1-methyl-2-oxo-1,2-dihydropyrido[3,2-d]pyrimidine-6-carbonitrile C(#N)CCNCC(C1=CC=C(C=C1)C(F)(F)F)N1C[C@@H](N(C[C@H]1CC)C=1C2=C(N(C(N1)=O)C)C=CC(=N2)C#N)C